1-(2,6-difluoro-4-((1-(3-fluoropropyl)azetidin-3-yl)oxy)phenyl)-2-(2-fluoro-2-methylpropyl)-3-methyl-2,3,4,9-tetrahydro-1H-pyrido[3,4-b]indole FC1=C(C(=CC(=C1)OC1CN(C1)CCCF)F)C1N(C(CC2=C1NC1=CC=CC=C21)C)CC(C)(C)F